NC1=NC(=NC(=N1)N)C(CCC)C(C1=C(N=C(N1)C1=CC=CC=C1)CO)O 1-(4,6-diamino-s-triazin-2-yl)butyl-2-phenyl-4,5-dihydroxymethylimidazole